[(1r,4r)-4-(1H-1,2,4-triazol-1-yl)cyclohexyl]methanol N1(N=CN=C1)C1CCC(CC1)CO